(Z)-N-((Z)-((1S,3s)-adamantan-1-yl)(amino)methylene)-3-(4-chlorophenyl)-4-phenyl-N'-((4-(trifluoromethyl)phenyl)sulfonyl)-5,6-dihydropyridazine-1(4H)-carboximidamide C12(CC3CC(CC(C1)C3)C2)/C(=N/C(=N/S(=O)(=O)C2=CC=C(C=C2)C(F)(F)F)/N2N=C(C(CC2)C2=CC=CC=C2)C2=CC=C(C=C2)Cl)/N